di(dichlorobenzoyl) peroxide ClC=1C(=C(C(=O)OOC(C2=C(C(=CC=C2)Cl)Cl)=O)C=CC1)Cl